(S)-2-amino-3-(2-fluoro-4-(6-fluoro-3-methyl-2-oxo-2,3-dihydrobenzo[d]oxazole-5-yl)phenyl)propionitrile N[C@H](C#N)CC1=C(C=C(C=C1)C=1C(=CC2=C(N(C(O2)=O)C)C1)F)F